pentan-erythritol C([C@H](O)[C@H](O)CO)O.CCCCC